C(C)(C)(C)C1=CC=C(C=C1)NC=1C=CC2=C(OCC(N2CCOC2OCCCC2)=O)C1 7-((4-(tert-butyl)phenyl)amino)-4-(2-((tetrahydro-2H-pyran-2-yl)oxy)ethyl)-2H-benzo[b][1,4]oxazin-3(4H)-one